FC1=CC=C2C=C(C(NC2=C1)=O)NC1=NC(=NC=C1)NC=1C=NC(=C(C1)OC)OC1CC(C1)N(C)C 7-fluoro-3-(2-{5-methoxy-6-[(1s,3s)-3-(dimethylamino)cyclobutoxy]-3-pyridylamino}-4-pyrimidinylamino)-1,2-dihydro-2-quinolinone